2-(6-((2-chloro-5-iodopyrimidin-4-yl)amino)pyridine-2-yl)propan-2-ol ClC1=NC=C(C(=N1)NC1=CC=CC(=N1)C(C)(C)O)I